NC1=CC=C(/C=C/C=2SC3=CC=C(C=C3C(C2)=C(C#N)C#N)C)C=C1 (E)-2-(2-(4-aminostyryl)-6-methyl-4H-thiachromen-4-ylidene)malononitrile